ClC1=NN(C=C1C1=NC=CC(=N1)NC=1N=CC2=C(C=CC(=C2C1)C(C)C)N1[C@@H]([C@H](C1)CS(=O)(=O)C)C)C(C#N)(C)C 2-(3-chloro-4-(4-((5-isopropyl-8-((2R,3S)-2-methyl-3-((methanesulfonyl)methyl)azetidin-1-yl)isoquinolin-3-yl)amino)pyrimidin-2-yl)-1H-pyrazol-1-yl)-2-methylpropanenitrile